C1O[N+]2=CC3=C(C=C2O1)C(=CC(=C3OC)O)C 2,3-(methylenedioxy)-5-methyl-7-hydroxy-8-methoxybenzo[c]-pyridinium